C(CC)OC1=CN=CC=N1 6-propoxypyrazin